4,4'-bis(1,2-epoxyethoxy)biphenyl methyl-(S)-2-(3-((1,2-dimethyl-6-((1-(m-tolyl)ethyl)carbamoyl)-1H-indol-3-yl)methyl)phenoxy)-2-methylpropanoate COC(C(C)(C)OC1=CC(=CC=C1)CC1=C(N(C2=CC(=CC=C12)C(N[C@@H](C)C=1C=C(C=CC1)C)=O)C)C)=O.C1(CO1)OC1=CC=C(C=C1)C1=CC=C(C=C1)OC1CO1